BrC=1C=C(C=C2C=CC=NC12)OC1=NC=C(C=C1)C(F)(F)F 8-bromo-6-((5-(trifluoromethyl)pyridin-2-yl)oxy)quinoline